2-[[6-(1,3-benzothiazol-2-ylamino)-5-methyl-pyridazin-3-yl]-[5-(dimethylamino)pentyl]amino]-5-[3-[2-fluoro-4-[3-(methylamino)prop-1-ynyl]phenoxy]propyl]thiazole-4-carboxylic acid S1C(=NC2=C1C=CC=C2)NC2=C(C=C(N=N2)N(C=2SC(=C(N2)C(=O)O)CCCOC2=C(C=C(C=C2)C#CCNC)F)CCCCCN(C)C)C